BrC1=C(C(=CC(=C1)C(F)(F)F)C(=C)C(F)(F)F)F 1-bromo-2-fluoro-5-(trifluoromethyl)-3-[1-(trifluoromethyl)vinyl]benzene